C1(=CC=CC=C1)N1SC2=NC3=CC=CC=C3C=C2C1=O 2-phenylisothiazolo[5,4-b]quinoline-3(2H)-one